NC1CCN(CC1)CCO 2-(4-aminopiperidin-1-yl)ethan-1-ol